ClC=1C(=C(C=C2C=C(N=CC12)NC(=O)O[C@H]1COC[C@@H]1C)C1=C(C2=C(OCCN2C(=O)OC(C)(C)C)N=C1)C)C#N tert-Butyl 7-(8-chloro-7-cyano-3-(((((3R,4S)-4-methyltetrahydrofuran-3-yl)oxy)carbonyl)amino)isoquinolin-6-yl)-8-methyl-2,3-dihydro-1H-pyrido[2,3-b][1,4]oxazine-1-carboxylate